CN(CCCC)CC#CC1=CC=CC=C1 N-methyl-N-(3-phenylprop-2-yn-1-yl)butan-1-amine